C(C)OC(C=CC1=CC=C(C=C1)N1C2(CCC2)C(N(C1=S)C1=CC(=C(C=C1)C#N)C(F)(F)F)=O)=O 3-{4-[7-(4-cyano-3-trifluoromethylphenyl)-8-oxo-6-thioxo-5,7-diazaspiro[3.4]oct-5-yl]-phenyl}-acrylic acid ethyl ester